NCC(=O)NC1=CC(=C(N=N1)C(=O)NC)NC1=C(C(=CC=C1)C1=NN(C=N1)C)OC 6-(2-Aminoacetamido)-4-((2-methoxy-3-(1-methyl-1H-1,2,4-triazol-3-yl)phenyl)amino)-N-methylpyridazine-3-carboxamide